N-(1-methyl-3-piperidyl)-6-[3-(4-mesyl-2-anisidino)-1-propynyl]-1-(2,2,2-trifluoroethyl)-4-indolecarboxamide CN1CC(CCC1)NC(=O)C=1C=2C=CN(C2C=C(C1)C#CCNC=1C(OC)=CC=C(C1)S(=O)(=O)C)CC(F)(F)F